O[C@@H]1C[C@H]2[C@@]3(CC[C@@H]([C@@]3(C)CC[C@@H]2[C@]2(CCC(C=C12)=O)C)O)O 6β,14α,17β-trihydroxyandrost-4-en-3-one